C(C)(C)(C)C=1C=C(C=C(C1)C(C)(C)C)B1OC(C(O1)(C)C)(C)C 2-(3,5-di-tert-butylphenyl)-4,4,5,5-tetramethyl-1,3,2-dioxaborolane